(5-((3-(cyclopropylmethyl)-2,4,5-trioxoimidazolidin-1-yl)methyl)-1,2,4-oxadiazol-3-yl)-N-((4-(2-methoxyacetyl)morpholin-2-yl)methyl)-N-(2-methoxyphenyl)acetamide C1(CC1)CN1C(N(C(C1=O)=O)CC1=NC(=NO1)CC(=O)N(C1=C(C=CC=C1)OC)CC1CN(CCO1)C(COC)=O)=O